C(CCCCCCCCCCCCCCCCC)C(C(=O)OCCCCCCCCCCCCCCCC)CCCCCC cetylalcohol stearyl-octanoate